2-(3-fluorophenyl)-4,4,5,5-tetramethyl-1,3,2-dioxaborolane FC=1C=C(C=CC1)B1OC(C(O1)(C)C)(C)C